NC1=C(C(=NC(=C1F)C1=CC=C2C=CNC2=C1F)C(=O)[O-])Cl.[K+] Kalium 4-amino-3-chloro-5-fluoro-6-(7-fluoro-1H-indol-6-yl)pyridin-2-carboxylat